6-bromo-N-(3-methoxy-4-morpholinophenyl)-[1,2,4]triazolo[1,5-a]pyrazin-8-amine BrC=1N=C(C=2N(C1)N=CN2)NC2=CC(=C(C=C2)N2CCOCC2)OC